N1=CN=C2NC=NC2=C1SCC=1OC2=CC=C(C=C2C(C1C1=CC=CC=C1)=O)Br [(9H-Purin-6-ylthio)methyl]-6-bromo-3-phenyl-4H-chromen-4-one